BrC=1C(=NC(=CC1)Br)[C@H](CC1=CC(=CC(=C1)F)F)N (S)-1-(3,6-dibromopyridin-2-yl)-2-(3,5-difluorophenyl)ethane-1-amine